CC1=NN2C(C=CC(=C2)C[C@@H]2CC[C@H](CC2)C(=O)O)=N1 trans-4-[(2-methyl-[1,2,4]triazolo[1,5-a]pyridin-6-yl)methyl]cyclohexanecarboxylic acid